6-bromo-4-(hexahydrocyclopenta[c]pyrrol-2(1H)-yl)thieno[2,3-d]pyrimidine BrC1=CC2=C(N=CN=C2N2CC3C(C2)CCC3)S1